2-(3-(6-formyl-3,4-dihydroquinolin-1(2H)-yl)-1,2,4-oxadiazol-5-yl)-5-isopropoxy-benzonitrile C(=O)C=1C=C2CCCN(C2=CC1)C1=NOC(=N1)C1=C(C#N)C=C(C=C1)OC(C)C